ClC1=CC=2C(C3=CC=CC=C3C(C2C=C1Cl)=O)=O 2,3-dichloro-anthraquinone